FC=1C=C(C=C(C1CN1C(C2=NC=CC=C2C1=O)([2H])[2H])F)C=1C=2C(C(N(C1)C)=O)=NN(C2)C([2H])([2H])[2H] 4-(3,5-difluoro-4-((5-oxo-5,7-dihydro-6H-pyrrolo[3,4-b]pyridin-6-yl-7,7-d2)methyl)phenyl)-6-methyl-2-(methyl-d3)-2,6-dihydro-7H-pyrazolo[3,4-c]pyridin-7-one